(R)-N1-((R)-4-phenyl-1-(4,4,5,5-tetramethyl-1,3,2-dioxaborolan-2-yl)butyl)-2-(pyrazine-2-carboxamido)succinamide C1(=CC=CC=C1)CCC[C@@H](B1OC(C(O1)(C)C)(C)C)NC([C@@H](CC(=O)N)NC(=O)C1=NC=CN=C1)=O